5-bromo-N-(5-chloroquinolin-8-yl)-3-fluoropicolinamide BrC=1C=C(C(=NC1)C(=O)NC=1C=CC(=C2C=CC=NC12)Cl)F